1H-Pyrrolo[2,3-c]pyridine-3-carbaldehyde N1C=C(C=2C1=CN=CC2)C=O